(S)-6-(2-hydroxy-2-methylpropoxy)-4-(6-(3-(pyridin-2-yloxy)pyrrolidin-1-yl)pyridin-3-yl)pyrazolo[1,5-a]pyridine-3-carbonitrile OC(COC=1C=C(C=2N(C1)N=CC2C#N)C=2C=NC(=CC2)N2C[C@H](CC2)OC2=NC=CC=C2)(C)C